N-(5-bromothiazol-2-yl)-1,1-diphenylmethanimine BrC1=CN=C(S1)N=C(C1=CC=CC=C1)C1=CC=CC=C1